FC1=CC(=C(OC2=NC=C(C(=C2N2C=CC(C=3C(=NC=CC23)C(=O)N)=O)C)C(F)(F)F)C=C1)CO [2-[4-fluoro-2-(hydroxymethyl)phenoxy]-4-methyl-5-(trifluoromethyl)-3-pyridinyl]-4-oxo-1H-1,6-naphthyridine-5-carboxamide